allyl-gallic acid triacrylate C(C=C)(=O)O.C(C=C)(=O)O.C(C=C)(=O)O.C(C=C)C1=C(C(=O)O)C=C(C(=C1O)O)O